4-((S)-2-amino-3-methylbutanoyl)-2-(4-dihydroxyboryl-butyl)piperidine-2-carboxylic acid N[C@H](C(=O)C1CC(NCC1)(C(=O)O)CCCCB(O)O)C(C)C